NCCCCCN1N=C(C(=C1)NC1=C2N=CN(C2=NC(=N1)N1C[C@H]([C@@H](C1)F)NC(C=C)=O)C)OC N-[(3R,4R)-1-[6-[[1-(5-aminopentyl)-3-methoxy-pyrazol-4-yl]amino]-9-methyl-purin-2-yl]-4-fluoro-pyrrolidin-3-yl]prop-2-enamide